C1(CC1)C1=NNC(=N1)C1CC2(CN(C2)C(=O)N2CC(C2)C23CC(C2)(C3)NC3=NC=C(N=C3)C(F)(F)F)C1 [6-(3-cyclopropyl-1H-1,2,4-triazol-5-yl)-2-azaspiro[3.3]heptan-2-yl]-[3-[3-[[5-(trifluoromethyl)pyrazin-2-yl]-amino]-1-bicyclo[1.1.1]-pentanyl]azetidin-1-yl]methanone